C(N)(=O)C=1C(=NC(=CN1)N1C[C@@H](CCC1)N1C(N(CC1)C)=O)NC1=CC=C(C=C1)N1CC2(CN(C2)C(=O)OC(C)(C)C)C1 tert-butyl (R)-6-(4-((3-carbamoyl-6-(3-(3-methyl-2-oxoimidazolidin-1-yl)piperidin-1-yl)pyrazin-2-yl)amino)phenyl)-2,6-diazaspiro[3.3]heptane-2-carboxylate